FC(OC1=NC2=CC(=CC(=C2N=C1)C=1SC(=CN1)C=1C=C(C=C(C1)F)O)C)F 3-(2-(2-(difluoromethoxy)-7-methylquinoxalin-5-yl)thiazol-5-yl)-5-fluorophenol